N-((1s,4s)-4-((tetrahydrofuran-2-yl)methoxy)cyclohexyl)-5,6-dihydrobenzo[f]imidazo[1,5-d][1,4]oxazepine-10-carboxamide O1C(CCC1)COC1CCC(CC1)NC(=O)C=1C=CC2=C(C=3N(CCO2)C=NC3)C1